C1(=CC=CC=C1)C1=CC=C(C[C@H](N)C(=O)O)C=C1 p-phenyl-L-phenylalanine